3-cyano-6-ethoxy-4-(6-(4-(4-ethynylbenzoyl)piperazin-1-yl)pyridin-3-yl)pyrazolo[1,5-a]pyridine C(#N)C=1C=NN2C1C(=CC(=C2)OCC)C=2C=NC(=CC2)N2CCN(CC2)C(C2=CC=C(C=C2)C#C)=O